gold-zirconium oxide [O-2].[Zr+4].[Au+3]